ClC1=C(C(=O)NC2=C3C=NN(C3=CC=C2)C2=CC(=C(C=C2)OC(F)(F)F)C)C=C(C=C1)CNC(C(CO)(C)C)=O 2-chloro-5-{[(3-hydroxy-2,2-dimethylpropanoyl)amino]methyl}-N-{1-[3-methyl-4-(trifluoromethoxy)phenyl]-1H-indazol-4-yl}benzamide